N=1C=NN2C1C=C(C=C2)OC2=C(C=C(C=C2)NC2=NC=NN1C2=C(C=C1)C1CN(C1)C(\C=C\C1N(CCC1)C)=O)C (E)-1-(3-(4-((4-([1,2,4]triazolo[1,5-a]pyridin-7-yloxy)-3-methylphenyl)amino)pyrrolo[2,1-f][1,2,4]triazin-5-yl)azetidin-1-yl)-3-(1-methylpyrrolidin-2-yl)prop-2-en-1-one